5-(1-(2-bromo-6-(difluoromethoxy)pyridin-4-yl)-3-methylcyclobutyl)-4-methyl-2,4-dihydro-3H-1,2,4-triazole-3-thione BrC1=NC(=CC(=C1)C1(CC(C1)C)C=1N(C(NN1)=S)C)OC(F)F